C(C)(=O)[O-].C(CCCCCCCCC)[NH+]1CC(CC1)CC 1-Decyl-3-ethylpyrrolidinium acetat